19,33-dichlorononacyclo[18.10.2.22,5.03,16.04,13.06,11.017,31.021,26.028,32]tetratriaconta-1(31),2(34),3(16),4(13),5(33),6,8,10,14,17,19,21,23,25,28(32),29-hexadecaene-12,27-dione ClC=1C=C2C=3C=CC=4C(C5=CC=CC=C5C=5C4C3C(C=3C=CC=4C(C6=CC=CC=C6C1C4C32)=O)=CC5Cl)=O